FC1=NC=CC2=C1C[C@@H]1CC[C@H]2N1C(=O)NC1=CC=C(C=C1)OC(F)(F)F (5R,8S)-1-fluoro-N-(4-(trifluoromethoxy)phenyl)-6,7,8,9-tetrahydro-5H-5,8-epiminocyclohepta[c]pyridine-10-carboxamide